4-hydroxy-6-methyl-5H,6H,7H,8H-pyrido[3,4-d]pyrimidine-7-carboxylic acid tert-butyl ester C(C)(C)(C)OC(=O)N1CC=2N=CN=C(C2CC1C)O